BrC=1C(=NC(=NC1)NC=1C(=NN(C1)C1CC2CCC(C1)N2C)C)NCCCN2C(N(CCC2)C)=O 1-(3-((5-bromo-2-((3-methyl-1-(8-methyl-8-azabicyclo[3.2.1]octan-3-yl)-1H-pyrazol-4-yl)amino)pyrimidin-4-yl)amino)propyl)-3-methyltetrahydropyrimidin-2(1H)-one